C(#N)C1(CCN(CC1)C1=NC=C(C=N1)F)C(=O)N1CCOC2=C(C1)C=NC=C2C#N 4-[4-cyano-1-(5-fluoropyrimidin-2-yl)piperidine-4-carbonyl]-3,5-dihydro-2H-pyrido[3,4-f][1,4]oxazepine-9-carbonitrile